(3-(4-((4-(4-Methoxyphenyl)-1H-1,2,3-triazol-1-yl)methyl)phenyl)-1,2,4-oxadiazol-5-yl)-pyrrolidine COC1=CC=C(C=C1)C=1N=NN(C1)CC1=CC=C(C=C1)C1=NOC(=N1)N1CCCC1